NC1=C(C(=NC=N1)OC1=C(C=C(C=C1)NC(=O)C=1C(N(C=CC1)C1=CC=C(C=C1)F)=O)Cl)Cl N-(4-((6-amino-5-chloropyrimidin-4-yl)oxy)-3-chlorophenyl)-1-(4-fluorophenyl)-2-oxo-1,2-dihydropyridine-3-carboxamide